ditoluyl peroxide C=1(C(=CC=CC1)OOC1=C(C=CC=C1)C)C